FC(C1=NN=C(O1)C=1C=CC(=NC1)CN(S(=O)(=O)N1CCS(CC1)(=N)=O)C1=CC=CC=C1)F N-((5-(5-(difluoromethyl)-1,3,4-oxadiazol-2-yl)pyridin-2-yl)methyl)-1-imino-N-phenylthiomorpholin-4-sulfonamide 1-oxide